sodium (5-(((tert-butyldimethylsilyl)oxy)methyl)-1-methyl-1H-pyrazol-3-yl)methanesulfinate [Si](C)(C)(C(C)(C)C)OCC1=CC(=NN1C)CS(=O)[O-].[Na+]